3-(2-methoxy-3-pyridyl)-1-oxa-2,7-diazaspiro[4.4]-non-2-en-6-one COC1=NC=CC=C1C1=NOC2(C1)C(NCC2)=O